C1(CCCC1)CC(=O)O 2-cyclopentyl-acetic acid